C(CCCCCCC)C1=CC=CC=2C(C3=CC=CC=C3C12)CCCCCCCC 4,9-dioctylfluorene